[Cf].FC=1C=C(C(=O)NN)C=CC1OC 3-Fluoro-4-methoxybenzohydrazide Californium